The molecule is a diterpene lactone isolated from the whole plants of Ajuga ciliata. It has a role as a plant metabolite. It is an acetate ester, a butenolide, a diterpene lactone and a spiro-epoxide. C/C=C(\\C)/C(=O)O[C@@H]1CC[C@]2(CO2)[C@]3([C@H]1[C@@]([C@@H](C[C@@H]3OC(=O)C)C)(C)C[C@@H](C4=CC(=O)OC4)O)COC(=O)C